OCC(C1=CC=NC=C1)NC(OC(C)(C)C)=O tert-butyl N-[2-hydroxy-1-(4-pyridyl)ethyl]carbamate